C(C)OC(=C)C1=C(N)C=CC(=C1F)F 2-(1-ethoxyethenyl)-3,4-difluoroaniline